NC(C(=O)O)CCCCC(=O)O 2-amino-1,7-heptanedioic acid